N-[4-(dibenzothiophene-4-yl)phenyl]-N-phenyl-4-biphenyl-amine C1=CC=C(C=2SC3=C(C21)C=CC=C3)C3=CC=C(C=C3)N(C3=CC=C(C=C3)C3=CC=CC=C3)C3=CC=CC=C3